(R)-2-fluoro-4-(1-methyl-1H-1,2,3-triazol-4-yl)-N-(6-(4-(methylsulfonyl)phenyl)isoquinolin-1-yl)-N-(piperidin-3-yl)benzamide FC1=C(C(=O)N([C@H]2CNCCC2)C2=NC=CC3=CC(=CC=C23)C2=CC=C(C=C2)S(=O)(=O)C)C=CC(=C1)C=1N=NN(C1)C